C(C)OC(NC1=C(C=C(C=C1)N(C)CC=1SC(=CC1)Br)C(F)(F)F)=O {4-[(5-Bromo-thiophen-2-ylmethyl)-(methyl)amino]-2-trifluoromethyl-phenyl}-carbamic acid ethyl ester